(1S,5R)-N-(5-bromopyridin-2-yl)-3-(8-cyanoquinolin-5-yl)-5-(trifluoromethyl)-3-azabicyclo[3.1.0]hexane-1-carboxamide BrC=1C=CC(=NC1)NC(=O)[C@@]12CN(C[C@]2(C1)C(F)(F)F)C1=C2C=CC=NC2=C(C=C1)C#N